C[C@@H]1CC[C@H](CC1)N=C=O trans-4-methylcyclohexyl isocyanate